2-(2,6-dioxopiperidin-3-yl)-5-(4-((2-(piperidin-4-yl)ethoxy)methyl)piperidin-1-yl)isoindoline O=C1NC(CCC1N1CC2=CC=C(C=C2C1)N1CCC(CC1)COCCC1CCNCC1)=O